NC1=C(C=C(C=N1)C1=NN2C(=C1)[C@@]1(CN(CC1)C(=O)NC(C)(C)C1=CC=C(C=C1)F)OCC2)OC(F)F |r| (rac)-2-[6-amino-5-(difluoromethoxy)pyridin-3-yl]-N-[2-(4-fluorophenyl)propan-2-yl]-6,7-dihydrospiro[pyrazolo[5,1-c][1,4]oxazine-4,3'-pyrrolidine]-1'-carboxamide